1-(3-Methylazazetidin-3-yl)-4-oxo-1,4-dihydroquinoline-3-carboxylic acid ethyl ester HCl Cl.C(C)OC(=O)C1=CN(C2=CC=CC=C2C1=O)C1(NNC1)C